C1(CC1)N1CC(CCC1)CNC=1N=CC(=NC1)C(=O)NC=1C=C(C=2N(C1)C=C(N2)C)F 5-(((1-Cyclopropylpiperidin-3-yl)methyl)amino)-N-(8-fluoro-2-methylimidazo[1,2-a]pyridin-6-yl)pyrazine-2-carboxamide